N-(3-propoxypropyl)-3-morpholinopropan-1-amine C(CC)OCCCNCCCN1CCOCC1